3-Methyl-2-pyridylsulfamic acid sodium salt [Na+].CC=1C(=NC=CC1)NS([O-])(=O)=O